tert-Butyl (3S)-3-[[3-(5-methyl-1,2,4-oxadiazol-3-yl)benzoyl]amino]-pyrrolidine-1-carboxylate CC1=NC(=NO1)C=1C=C(C(=O)N[C@@H]2CN(CC2)C(=O)OC(C)(C)C)C=CC1